Tert-Butyl N-[(1S,4S)-4-(N-{1-[(cyclohexylmethyl)carbamoyl]-1-hydroxypropan-2-yl}formamido)cyclohexyl]carbamate C1(CCCCC1)CNC(=O)[C@H](C(C)N(C=O)C1CCC(CC1)NC(OC(C)(C)C)=O)O